3-(4-(benzyloxy)phenoxy)-6-(tetrahydro-2H-pyran-2-yl)-6H-thieno[2,3-e]indazole C(C1=CC=CC=C1)OC1=CC=C(OC2=CSC3=C4C=NN(C4=CC=C32)C3OCCCC3)C=C1